ClC=1C(=C(C(=CC1)C(F)F)C1=CN=CC(=N1)C(=O)NC=1C=NN(C1)CC=1C=NC(=NC1)N1CC2C(C2C1)(F)F)F 6-(3-Chloro-6-(difluoromethyl)-2-fluorophenyl)-N-(1-((2-(6,6-difluoro-3-azabicyclo[3.1.0]hexan-3-yl)pyrimidin-5-yl)methyl)-1H-pyrazol-4-yl)pyrazine-2-carboxamide